9-carboxynonane C(=O)(O)CCCCCCCCC